C(CCCCCCCCCCC)C(C(C(=O)N)O)(O)CCCCCCCCCCCC Dilaurylglyceramide